C(CCCCCCCCCCC)OC(CCCCCCCCC(=O)OCCCCCCCCCCCC)=O dilaurylsebacate